3-(3-(((5-methoxy-4-((4-(1-methyl-1H-indol-3-yl)pyrimidin-2-yl)amino)-2-nitrophenyl)amino)methyl)phenyl)piperidine-2,6-dione COC=1C(=CC(=C(C1)NCC=1C=C(C=CC1)C1C(NC(CC1)=O)=O)[N+](=O)[O-])NC1=NC=CC(=N1)C1=CN(C2=CC=CC=C12)C